NC=1SCC2(N1)CCOC1=CC=C(C=C12)NC(C1=NC=C(C=C1Cl)Cl)=O N-(2'-amino-5'H-spiro[chromane-4,4'-thiazol]-6-yl)-3,5-dichloropicolinamide